CN(C)C[C@H]1CC[C@@H](CO1)C1=NC(=C2N1C=CN=C2N)C2=C(C=C(C=C2)OC2=CC=CC=C2)F 3-((3R,6R)-6-((dimethylamino)methyl)tetrahydro-2H-pyran-3-yl)-1-(2-fluoro-4-phenoxyphenyl)imidazo[1,5-a]pyrazin-8-amine